propenyl cyanide C(=CC)C#N